COC=1C(=CC(=C(C1)C=1CC=NCC1)C=1C=NN(C1)C)[N+](=O)[O-] 4-(5-methoxy-2-(1-methyl-1H-pyrazol-4-yl)-4-nitrophenyl)-3,6-dihydropyridine